2-(difluoromethoxy)-N-[(1R,2S)-2-fluorocyclopropyl]-6-methoxy-4-[4-methoxy-2-methyl-6-(1-methylpyrazol-4-yl)indazol-3-yl]benzamide FC(OC1=C(C(=O)N[C@H]2[C@H](C2)F)C(=CC(=C1)C=1N(N=C2C=C(C=C(C12)OC)C=1C=NN(C1)C)C)OC)F